C(C)(C)(C)OC(=O)N[C@H]1C=C(C[C@H]1C(F)F)C(=O)OC Methyl (3S,4R)-3-((tert-butoxycarbonyl)amino)-4-(difluoromethyl)cyclopent-1-ene-1-carboxylate